S1C(=CC=C1)C(=C1C=2C=C3C=CC=CC3=CC2C(C2=CC3=CC=CC=C3C=C12)=C(C=1SC=CC1)C=1SC=CC1)C=1SC=CC1 6,13-bis(dithienylmethylene)-6,13-dihydropentacene